7-(benzyloxy)-5-methyl-3-((1-((2-(trimethylsilyl)ethoxy)methyl)-1H-indazol-4-yl)methyl)-3,5-dihydro-4H-pyridazino[4,5-b]indol-4-one C(C1=CC=CC=C1)OC=1C=CC=2C3=C(N(C2C1)C)C(N(N=C3)CC3=C1C=NN(C1=CC=C3)COCC[Si](C)(C)C)=O